FC=1C=C(C(=O)NCC2=C3C=NNC3=CC=C2)C=CC1C(F)(F)F 3-fluoro-N-(1H-indazol-4-ylmethyl)-4-(trifluoromethyl)-benzamide